C(C)(C)(C)OC(=O)N1C(C(CCC1)NS(=O)(=O)C=1C=2C3=C(C(N(C3=CC1)CC)=O)C=CC2)C(C)(C)C tert-butyl-3-(1-ethyl-2-oxo-1,2-dihydrobenzo[cd]indole-6-sulfonamido)piperidine-1-carboxylic acid tert-butyl ester